7-Chloro-2,4-diphenyl-5-(propan-2-ylidene)-5H-benzo[d][1,3]diazepine ClC1=CC2=C(N=C(N=C(C2=C(C)C)C2=CC=CC=C2)C2=CC=CC=C2)C=C1